(1R-3S,5s,7s)-2-(5-(3-cyano-6-ethoxypyrazolo[1,5-a]pyridin-4-yl)pyridin-2-yl)-N-(6-methoxypyridin-3-yl)-2-azaadamantane-5-carboxamide C(#N)C=1C=NN2C1C(=CC(=C2)OCC)C=2C=CC(=NC2)N2[C@@H]1CC3CC(C[C@@H]2C3)(C1)C(=O)NC=1C=NC(=CC1)OC